C(OC1=NC(=NN2C1=C(C=C2)C=2C=CC1=C(N(N=N1)CC(F)(F)F)C2)NC2CCC(CC2)(O)C)([2H])([2H])[2H] (1r,4r)-4-((4-(methoxy-d3)-5-(1-(2,2,2-trifluoroethyl)-1H-benzo[d][1,2,3]triazol-6-yl)pyrrolo[2,1-f][1,2,4]triazin-2-yl)amino)-1-methylcyclohexan-1-ol